4-(trifluoromethoxy)-N-(3-(trifluoromethyl)bicyclo[1.1.1]pentan-1-yl)benzamide FC(OC1=CC=C(C(=O)NC23CC(C2)(C3)C(F)(F)F)C=C1)(F)F